CC1CCNCCO1 7-methyl-1,4-oxazepane